(2-methylbenzyl)thiophene-2-carboxylic acid CC1=C(CC2=C(SC=C2)C(=O)O)C=CC=C1